2-[2-[2-[[4-[[3-(2,3-difluoro-4-methoxy-phenyl)imidazo[1,2-a]pyrazin-8-yl]amino]-2-ethyl-benzoyl]amino]ethoxy]ethylamino]acetate FC1=C(C=CC(=C1F)OC)C1=CN=C2N1C=CN=C2NC2=CC(=C(C(=O)NCCOCCNCC(=O)[O-])C=C2)CC